C(CCCCCCCCCCCCCCCCC)(=O)[O-].C(CCCCCCCCCCCCCCCCC)(=O)[O-].[Zr+2] zirconium bis(stearate)